N1(CCCCC1)C1CCN(CC1)C(=O)OC1=C2N(N=CC1=O)[C@H]([C@@H]1N(C2=O)CCC1)[C@H](C1=CC=CC=C1)C1=C(C(=CC=C1)F)F (9aR,10S)-10-((R)-(2,3-difluorophenyl)(phenyl)methyl)-3,5-dioxo-3,5,8,9,9a,10-hexahydro-7H-pyrrolo[1',2':4,5]pyrazino[1,2-b]pyridazin-4-yl [1,4'-bipiperidine]-1'-carboxylate